C(C1=CC=CC=C1)N1CCN(C2=CC=C(C=C12)OC)C(=O)NC1=CC(=CC=C1)OC 4-benzyl-6-methoxy-N-(3-methoxyphenyl)-3,4-dihydroquinoxaline-1(2H)-carboxamide